2-((2,3-dihydro-1H-inden-2-yl)amino)pyrimidine-5-carbaldehyde C1C(CC2=CC=CC=C12)NC1=NC=C(C=N1)C=O